tert-butyl 5-(4-bromo-1-(oxetan-3-yl)-1H-pyrazol-5-yl)-2,5-diazabicyclo[4.1.0]heptane-2-carboxylate BrC=1C=NN(C1N1CCN(C2CC12)C(=O)OC(C)(C)C)C1COC1